C(OCC(SSC1=NC=CC=C1)CC)([O-])=O ethyl(2-(pyridin-2-yldisulfanyl)ethyl) carbonate